3-(5-amino-6-(1H-pyrazol-1-yl)pyrazin-2-yl)-N-(1-azabicyclo[2.2.1]heptan-4-yl)-4-methylbenzenesulfonamide NC=1N=CC(=NC1N1N=CC=C1)C=1C=C(C=CC1C)S(=O)(=O)NC12CCN(CC1)C2